Cl.C1N(CCC12CNCC2)C=2C=NC=CC2C2=CC(=C(CNC(=O)C=1N=NN(C1)C(C)(C)C)C=C2)C N-(4-(3-(2,7-diazaspiro[4.4]nonan-2-yl)pyridin-4-yl)-2-methylbenzyl)-1-(tert-butyl)-1H-1,2,3-triazole-4-carboxamide hydrochloride